C(C)(=O)N1C=C(C=C1)C(=O)NCC(NC=1SC=C(N1)C1=CC(=CC=C1)C1=CC=NC=C1)=O 1-acetyl-N-(2-oxo-2-((4-(3-(pyridin-4-yl)phenyl)thiazol-2-yl)amino)ethyl)-1H-pyrrole-3-carboxamide